7-(4-(1,1-difluoroethyl)phenyl)-2,3-dihydrobenzofuran-5-amine FC(C)(F)C1=CC=C(C=C1)C1=CC(=CC=2CCOC21)N